(R)-5-chloro-4-(1H-indol-3-yl)-N-(1-(2-(piperidine-4-yl)ethyl)pyrrolidin-3-yl)pyrimidin-2-amine ClC=1C(=NC(=NC1)N[C@H]1CN(CC1)CCC1CCNCC1)C1=CNC2=CC=CC=C12